C(CCC)C(CO)(CO)CC 2-n-butyl-2-ethyl-1,3-propanediol